3',5'-di(trifluoromethyl)acetophenone FC(C=1C=C(C=C(C1)C(F)(F)F)C(C)=O)(F)F